N-(3-hydroxyphenyl)-N-(2-hydroxyethyl)-(R)-3-tetradecanoyloxytetradecanamide OC=1C=C(C=CC1)N(C(C[C@@H](CCCCCCCCCCC)OC(CCCCCCCCCCCCC)=O)=O)CCO